3-(4-fluorophenyl)-N-methyl-imidazo[1,2-b]pyridazin-6-amine FC1=CC=C(C=C1)C1=CN=C2N1N=C(C=C2)NC